NCCC1CCN(CC1)C(=O)C1=C(C=C(C=C1)NC(=O)C=1N(C(=CN1)C1=C(C(=C(C=C1)OC)F)F)C)Cl N-[4-[4-(2-aminoethyl)piperidine-1-carbonyl]-3-chloro-phenyl]-5-(2,3-difluoro-4-methoxy-phenyl)-1-methyl-imidazole-2-carboxamide